(R)-2-(aminomethyl)pyrrolidine-1-carboxylic acid tert-butyl ester C(C)(C)(C)OC(=O)N1[C@H](CCC1)CN